ethyl (E)-3-(2-((4-((S)-2-(4-chloro-2-fluorophenyl)-2-methylbenzo[d][1,3]dioxol-4-yl)piperidin-1-yl)methyl)-4-fluoro-1-(((S)-oxetan-2-yl)methyl)-1H-imidazol-5-yl)acrylate ClC1=CC(=C(C=C1)[C@@]1(OC2=C(O1)C=CC=C2C2CCN(CC2)CC=2N(C(=C(N2)F)/C=C/C(=O)OCC)C[C@H]2OCC2)C)F